1-[2-(pyrrolidin-1-yl)ethyl]-1H-pyrazol-4-amine N1(CCCC1)CCN1N=CC(=C1)N